(S)-1'-(6-amino-5-((2-amino-3-chloropyridin-4-yl)thio)pyrazin-2-yl)-6-(1H-pyrrol-1-yl)-1,3-dihydrospiro[indene-2,4'-piperidin]-1-amine NC1=C(N=CC(=N1)N1CCC2(CC1)[C@@H](C1=CC(=CC=C1C2)N2C=CC=C2)N)SC2=C(C(=NC=C2)N)Cl